6-chloro-2-(5-(1,1-difluoroethyl)-1H-1,2,4-triazol-3-yl)-5-methoxy-1-methyl-3-(1H-pyrazol-4-yl)-1H-pyrrolo[3,2-b]pyridine ClC=1C=C2C(=NC1OC)C(=C(N2C)C2=NNC(=N2)C(C)(F)F)C=2C=NNC2